2-[[1-(1,3-benzothiazol-2-ylamino)-6,7-dihydro-5H-cyclopenta[d]pyridazin-4-yl]amino]thiazole-4-carboxylic acid S1C(=NC2=C1C=CC=C2)NC2=NN=C(C1=C2CCC1)NC=1SC=C(N1)C(=O)O